C1(CC1)C=1C=NC(=NC1)N[C@H](C(=O)O)CCN(CCCCC1=NC=2NCCCC2C=C1)CCC(F)F (S)-2-((5-cyclopropylpyrimidin-2-yl)amino)-4-((3,3-difluoropropyl)(4-(5,6,7,8-tetrahydro-1,8-naphthyridin-2-yl)butyl)amino)butanoic acid